CCC Prop-an